FC=1C=C(C=CC1F)[C@H]1[C@@H](CN(C1)CCOC)NC(=O)NC1=C(C(=NN1C1=CC=CC=C1)C=1C=NC(=NC1)N(C)C)C 1-((3S,4R)-4-(3,4-difluorophenyl)-1-(2-methoxyethyl)pyrrolidine-3-yl)-3-(3-(2-(dimethylamino)pyrimidin-5-yl)-4-methyl-1-phenyl-1H-pyrazol-5-yl)urea